N-((3-nitro-4-((2-(2-oxoimidazolidin-1-yl)ethyl)amino)phenyl)sulfonyl)benzamide [N+](=O)([O-])C=1C=C(C=CC1NCCN1C(NCC1)=O)S(=O)(=O)NC(C1=CC=CC=C1)=O